NC1=CC(=NN(N1)O)O 6-aminotriazine-2,4-diol